C(C)(=O)SCC(C(=O)Cl)C 3-acetylmercapto-2-methylpropanoyl chloride